C(C)C(C)C1=CC(=CC=C1)CC 1,3-diethylethylbenzene